2-[3-[4-(4-methyl-2-pyridyl)piperazin-1-yl]-3-oxo-propyl]-3H-quinazolin-4-one CC1=CC(=NC=C1)N1CCN(CC1)C(CCC1=NC2=CC=CC=C2C(N1)=O)=O